1,3-BIS[Tris(hydroxymethyl)-methylamino]Propane OCC(NCCCNC(CO)(CO)CO)(CO)CO